3-bromo-1,1,3,3-tetrafluoropropan-1-ene BrC(C=C(F)F)(F)F